1-[4-(2,3-Dimethylphenyl)piperazin-1-yl]-2-{(3bR,4aR)-3-[(3S,4S)-4-hydroxy-3-methylpiperidin-1-carbonyl]-3b,4,4a,5-tetrahydro-1H-cyclopropa[3,4]cyclopenta[1,2-c]pyrazol-1-yl}ethan-1-on CC1=C(C=CC=C1C)N1CCN(CC1)C(CN1N=C(C2=C1C[C@@H]1[C@H]2C1)C(=O)N1C[C@@H]([C@H](CC1)O)C)=O